COC=1C(=NC(=CC1)N1[C@@H]2CN([C@H](C1)C2)C)NC2=CC1=C(C=N2)SC(=N1)C1=NC=CC=C1C 3-Methoxy-6-[(1S,4S)-5-methyl-2,5-diazabicyclo[2.2.1]heptan-2-yl]-N-[2-(3-methylpyridin-2-yl)-[1,3]thiazolo[5,4-c]pyridin-6-yl]pyridin-2-amine